(S)-(3-chloro-1-methyl-1H-1,2,4-triazol-5-yl)(4-(7-(trifluoromethyl)pyrazolo[1,5-a]pyridin-2-yl)-6,7-dihydro-1H-imidazo[4,5-c]pyridin-5(4H)-yl)methanone ClC1=NN(C(=N1)C(=O)N1[C@@H](C2=C(CC1)NC=N2)C2=NN1C(C=CC=C1C(F)(F)F)=C2)C